N-(2-Formylquinolin-8-yl)-4-(trifluoromethyl)benzenesulfonamide C(=O)C1=NC2=C(C=CC=C2C=C1)NS(=O)(=O)C1=CC=C(C=C1)C(F)(F)F